1-(5-(Difluoromethoxy)pyridin-2-yl)piperazine FC(OC=1C=CC(=NC1)N1CCNCC1)F